arginine α-ketoglutarate (alpha-ketoglutarate) O=C(C(=O)O)CCC(=O)O.O=C(C(=O)O)CCC(=O)O.N[C@@H](CCCNC(N)=N)C(=O)O